1,1,3,4,4,4-hexafluoro-3-trifluoromethyl-Butan-2-one FC(C(C(C(F)(F)F)(C(F)(F)F)F)=O)F